C(C)(C)(C)OC(C[C@H](C(=O)O)CCC)=O (R)-2-(2-(t-butoxy)-2-oxoethyl)pentanoic acid